C(C)(C)(C)OC(NCCCCN1N=C(C=2C1=NC=NC2N)C2=CC(=CC=C2)C(NC=2SCCN2)=O)=O (4-(4-amino-3-(3-((4,5-dihydrothiazol-2-yl)carbamoyl)phenyl)-1H-pyrazolo[3,4-d]pyrimidin-1-yl)butyl)carbamic acid tert-butyl ester